ethyl (E)-3-(4-(methoxymethyl)phenyl)acrylate COCC1=CC=C(C=C1)/C=C/C(=O)OCC